ClC=1C=C(C=C(C1)Cl)C1=CC=NC=2N1N=C(C2C2=NC1=C(C=NC(=C1)C(F)(F)F)N2C)SCC 2-(7-(3,5-dichlorophenyl)-2-(ethylsulfanyl)pyrazolo[1,5-a]pyrimidin-3-yl)-3-methyl-6-(trifluoromethyl)-3H-imidazo[4,5-c]pyridine